O1CCOC2=C1C=CC=C2 benzodi-oxan